ClC=1C(=NOC1C(C(=O)O)C(C)C)OCC(OCC)OCC 2-[4-chloro-3-(2,2-diethoxyethoxy)isoxazol-5-yl]-3-methyl-butanoic acid